4,6-dibromo-5-[(2-chloro-5-fluorophenyl)carbonyl]-3-(5,5-dimethyl-2-oxa-5-silahex-1-yl)-1-(2,2,2-trifluoroethyl)-2,3-dihydro-1H-benzo[d]imidazol-2-one BrC1=C(C(=CC=2N(C(N(C21)COCC[Si](C)(C)C)=O)CC(F)(F)F)Br)C(=O)C2=C(C=CC(=C2)F)Cl